CN(C1=CC=C(C=C1)NC(=O)C=1N=C(N2C1CN(CC2)C(=O)C=2NC=CC2)C2=CC=CC1=C(C=CC=C21)[N+](=O)[O-])C N-(4-(dimethylamino)phenyl)-3-(5-nitronaphthalen-1-yl)-7-(1H-pyrrole-2-carbonyl)-5,6,7,8-tetrahydroimidazo[1,5-a]Pyrazine-1-carboxamide